(3-(4-(1-aminoethyl)-4-methylpiperidin-1-yl)-6-(3-chloro-2-fluoropyridin-4-yl)-5-methylpyrazin-2-yl)methanol NC(C)C1(CCN(CC1)C=1C(=NC(=C(N1)C)C1=C(C(=NC=C1)F)Cl)CO)C